beta-D-fructopyranose OC[C@]1(O)[C@@H](O)[C@H](O)[C@H](O)CO1